N-(1-amino-1-oxo-3-phenylpropan-2-yl)-4-[2-(3,4-dichlorophenyl)-4-(2-methylsulfanylethyl)-5-pyridin-3-yl-pyrazol-3-yl]oxybutanamide NC(C(CC1=CC=CC=C1)NC(CCCOC=1N(N=C(C1CCSC)C=1C=NC=CC1)C1=CC(=C(C=C1)Cl)Cl)=O)=O